C(=CC)C1=C(C=CC=C1)CCC Propenylpropylbenzene